N[C@@H]1[C@@H](C[C@H](OC1)C(=O)N1[C@H](C2=CC=CC=C2CC1)C1=CC=C(C=C1)F)F ((2S,4R,5S)-5-amino-4-fluorotetrahydro-2H-pyran-2-yl)((S)-1-(4-fluorophenyl)-3,4-dihydroisoquinolin-2(1H)-yl)methanone